2-[(1,1-dioxo-1,2-benzothiazol-3-yl)-[(E)-(4-hydroxy-3-methoxy-phenyl)methyleneamino]amino]-N-(2-hydroxyethyl)acetamide O=S1(N=C(C2=C1C=CC=C2)N(CC(=O)NCCO)/N=C/C2=CC(=C(C=C2)O)OC)=O